bisfluoroether FOF